3-bromo-5-(2-methylprop-1-enyl)-1-[4-(trifluoromethoxy)phenyl]pyrazole BrC1=NN(C(=C1)C=C(C)C)C1=CC=C(C=C1)OC(F)(F)F